C(C)OC=1C(=NC(=CC1)C)C(=O)N1[C@@H]2[C@@H](C[C@H](C1)C2)NC2=NC=C(C=N2)C(F)(F)F (3-ethoxy-6-methylpyridin-2-yl)((1S,4S,6R)-6-((5-(trifluoromethyl)pyrimidin-2-yl)amino)-2-azabicyclo[2.2.1]hept-2-yl)methanone